Mono-potassium phosphate P(=O)([O-])(O)O.[K+]